dodecylpropenylphenol C(CCCCCCCCCCC)C=1C(=C(C=CC1)O)C=CC